1-((1H-Pyrazol-4-yl)methyl)-3-(4-((2-fluorophenyl)sulfonyl)phenyl)urea N1N=CC(=C1)CNC(=O)NC1=CC=C(C=C1)S(=O)(=O)C1=C(C=CC=C1)F